(S)-(4-(2-chlorobenzoyl)-3-methylpiperazin-1-yl)(7-(3,4-dimethoxyphenyl)pyrazolo[1,5-a]pyrimidin-2-yl)methanone ClC1=C(C(=O)N2[C@H](CN(CC2)C(=O)C2=NN3C(N=CC=C3C3=CC(=C(C=C3)OC)OC)=C2)C)C=CC=C1